N-(3-cyano-1-(2,6-dichloro-4-(trifluoromethyl)phenyl)-4-((trifluoromethyl)sulfinyl)-1H-pyrazol-5-yl)-7-(diethylamino)-2-oxo-2H-chromone-3-formamide C(#N)C1=NN(C(=C1S(=O)C(F)(F)F)NC(=O)C1C(OC2=CC(=CC=C2C1=O)N(CC)CC)=O)C1=C(C=C(C=C1Cl)C(F)(F)F)Cl